FC1=CC=C(C=C1)C=1N(C2=CC=C(C=C2C1C)O)CC1=CC=C(OCCCCN2CCN(CC2)C(COC=2C=CC=C3C(=NN(C23)C)C2C(NC(CC2)=O)=O)=O)C=C1 3-(7-(2-(4-(4-(4-((2-(4-fluorophenyl)-5-hydroxy-3-methyl-1H-indol-1-yl)-methyl)phenoxy)butyl)piperazin-1-yl)-2-oxoethoxy)-1-methyl-1H-indazol-3-yl)piperidine-2,6-dione